p-dimethylaminostyryl-4H-pyran CN(C1C=C(OC=C1)C=CC1=CC=CC=C1)C